5-amino-3-methoxy-1-methyl-2-oxo-3-(trifluoromethyl)indoline-6-carboxylic acid methyl ester COC(=O)C1=C(C=C2C(C(N(C2=C1)C)=O)(C(F)(F)F)OC)N